FC=1C=C(C=CC1OC)OC(C)=O acetic acid (3-fluoro-4-methoxyphenyl) ester